OC(CN=[N+]=[N-])CCC(CN=[N+]=[N-])O 2,5-dihydroxy-1,6-diazidohexane